FC1=C(C=C(C=C1)CC1=CC=C2CCNCC2=C1)C(F)(F)F 7-[[4-fluoro-3-(trifluoromethyl)phenyl]methyl]-1,2,3,4-tetrahydroisoquinoline